ClC1=CC=C(S1)CNC1=CC(=NN1C(=O)C1=CSC=C1)C1N(CCNC1C)C(C(C)(C)C)=O 1-[2-(5-{[(5-Chlorothiophen-2-yl)methyl]amino}-1-(thiophen-3-carbonyl)-1H-pyrazol-3-yl)-3-methylpiperazin-1-yl]-2,2-dimethylpropan-1-on